(S)-ethyl 8-(2-amino-6-((R)-2,2,2-trifluoro-1-(4-(2-methoxypyridin-4-yl)-2-(3-methyl-1H-pyrazol-1-yl)phenyl)ethoxy)pyrimidin-4-yl)-2,8-diazaspiro[4.5]decane-3-carboxylate NC1=NC(=CC(=N1)N1CCC2(C[C@H](NC2)C(=O)OCC)CC1)O[C@@H](C(F)(F)F)C1=C(C=C(C=C1)C1=CC(=NC=C1)OC)N1N=C(C=C1)C